C(=O)C=1C=CC(=NC1)OCCNC(OC(C)(C)C)=O tert-butyl (2-((5-formylpyridin-2-yl)oxy)ethyl)carbamate